N1C[C@H](CCC1)NC1=CC=CC(=N1)N N6-((S)-piperidin-3-yl)pyridine-2,6-diamine